CC1=C(C=CC=C1)C1CC(CC(C1)=O)=O 5-(2-methylphenyl)-1,3-cyclohexanedione